acryloxyheptadecyldiiodomethylsilane C(C=C)(=O)OCCCCCCCCCCCCCCCCC[SiH2]C(I)I